2-isopropyl-8-methyl-6H-1,6-naphthyridin-5-one C(C)(C)C1=NC=2C(=CNC(C2C=C1)=O)C